C(C)(C)(C)C1=NSC(=N1)N 3-tert-butyl-5-amino-1,2,4-thiadiazole